C(C)(C)(C)OC(=O)N1C(C(CC1)NS(=O)(=O)CC)CC1=CC(=CC=C1)Br.ClC=1C=C(OC2=CC=NC3=CC(=C(C=C23)C(=O)N)OC)C=CC1NC(=O)NC1CC1 4-[3-chloro-4-(cyclopropylaminocarbonyl)aminophenoxy]-7-methoxy-6-quinolinecarboxamide tert-butyl-2-(3-bromobenzyl)-3-(ethylsulfonamido)pyrrolidine-1-carboxylate